(Z)-2-(5-fluoro-1-(3-(3-hydroxyphenoxy)benzylidene)-2-methyl-1H-inden-3-yl)acetic acid FC=1C=C2C(=C(/C(/C2=CC1)=C/C1=CC(=CC=C1)OC1=CC(=CC=C1)O)C)CC(=O)O